(+)-1-(4-chlorophenyl)-3-[4-(4-methoxyphenyl)-2-oxopyrrolidin-3-yl]urea ClC1=CC=C(C=C1)NC(=O)NC1C(NCC1C1=CC=C(C=C1)OC)=O